2-(2,3-dihydrobenzo[b][1,4]dioxin-2-yl-6-d)-4,5-dihydro-1H-imidazole-4,4-d2 O1C2=C(OCC1C=1NCC(N1)([2H])[2H])C=C(C=C2)[2H]